1-(2-(methylamino)pyridin-4-yl)ethan-1-one CNC1=NC=CC(=C1)C(C)=O